NC1=NC=2C=CC(=CC2C2=C1COC2)C(=O)N([C@@H]2COCC[C@H]2OC)CC2=NC(=C(C=C2)C#N)C 4-amino-N-((5-cyano-6-methyl-2-pyridinyl)methyl)-N-((3r,4r)-4-methoxytetrahydro-2H-pyran-3-yl)-1,3-dihydrofuro[3,4-c]quinoline-8-carboxamide